FC=1C=C2C(C=C(C(C2=CC1)=O)CC1=CC=C(C(=N1)C#N)C(F)(F)F)=O 6-((6-fluoro-1,4-dioxo-1,4-dihydronaphthalen-2-yl)methyl)-3-(trifluoromethyl)picolinonitrile